ClC=1C=C2C=3C=C(C=C(C3NC2=CC1)CCNC(=N)N)NCC1=CC(=C(C=C1)Cl)Cl 1-(2-(6-Chloro-3-((3,4-dichlorobenzyl)amino)-9H-carbazol-1-yl)ethyl)guanidine